tert-butyl 2-(diethoxyphosphoryl)-3-(5-octyloxazol-2-yl)propanoate C(C)OP(=O)(OCC)C(C(=O)OC(C)(C)C)CC=1OC(=CN1)CCCCCCCC